Rac-N-[(3,5-difluoropyridin-2-yl)methyl]-2-(3-phenyl-[1,4'-bipiperidin]-1'-yl)-1,3-thiazole-5-carboxamide FC=1C(=NC=C(C1)F)CNC(=O)C1=CN=C(S1)N1CCC(CC1)N1C[C@H](CCC1)C1=CC=CC=C1 |r|